ethyl 2-oxo-2-(5-(prop-1-en-2-yl)thiophen-2-yl)acetate O=C(C(=O)OCC)C=1SC(=CC1)C(=C)C